ClC1=NC=C(C(=C1)Br)I 2-chloro-4-bromo-5-iodopyridine